2'-chloro-5'-methoxy-6-methyl-N-(5-((1-(oxetan-3-yl)piperidin-3-yl)oxy)-1,3,4-thiadiazol-2-yl)-[4,4'-bipyridine]-3-carboxamide ClC1=NC=C(C(=C1)C1=C(C=NC(=C1)C)C(=O)NC=1SC(=NN1)OC1CN(CCC1)C1COC1)OC